FC(C=1C=C(OC2=CC(=C(C=O)C=C2)F)C=C(C1)C(F)(F)F)(F)F 4-[3,5-Bis(trifluoromethyl)phenoxy]-2-fluorobenzaldehyde